ClC1=C2C(=C[C@@]3(CCC=4C(=NC(=NC4C3)SC)O)C2=CC=C1)C (S)-4-chloro-3-methyl-2'-(methylthio)-5',8'-dihydro-6'H-spiro[indene-1,7'-quinazoline]-4'-ol